3-(1-oxo-4-((3-(piperidin-1-ylmethyl)benzyl)thio)isoindolin-2-yl)piperidine-2,6-dione O=C1N(CC2=C(C=CC=C12)SCC1=CC(=CC=C1)CN1CCCCC1)C1C(NC(CC1)=O)=O